tert-butyl ((3S,4S,6S)-4-fluoro-6-(5-(3-cis-(trifluoromethoxy)cyclobutyl)-1,3,4-oxadiazol-2-yl)tetrahydro-2H-pyran-3-yl)carbamate F[C@@H]1[C@H](CO[C@@H](C1)C=1OC(=NN1)C1(CCC1)OC(F)(F)F)NC(OC(C)(C)C)=O